4,4'-[1,4-phenylenebis-(carbonylimino)]bis(2-hydroxybenzoic acid) C1(=CC=C(C=C1)C(=O)NC1=CC(=C(C(=O)O)C=C1)O)C(=O)NC1=CC(=C(C(=O)O)C=C1)O